CC(C(=O)N1C[C@H](N(C[C@H]1C)C(C(=O)NC1=C2C(=CN=C1)NN=C2)=O)C2=CC=C(C=C2)F)(C)C 2-[(2R,5R)-4-(2,2-dimethylpropanoyl)-2-(4-fluorophenyl)-5-methyl-piperazin-1-yl]-2-oxo-N-(1H-pyrazolo[3,4-c]pyridin-4-yl)acetamide